C(C(=C)C)(=O)OCC(CC)O 2-hydroxybutyl methacrylate